CC1(C(N(C(N1CC1=CC(=NC=C1)NCC1(CC1)C#N)=O)C1=CC=C(C=C1)C1(CC1)C(F)(F)F)=O)C 1-(((4-((5,5-dimethyl-2,4-dioxo-3-(4-(1-(trifluoromethyl)cyclopropyl)phenyl)imidazolidin-1-yl)methyl)pyridin-2-yl)amino)methyl)cyclopropane-1-carbonitrile